1-chloro-6-(2,2,2-trifluoroethoxy)-1,2,4,5-tetrazine ClN1NC=NN=C1OCC(F)(F)F